[Co](=O)=O cobalt(IV) oxide